N,N'-bis[2-(1,3-dioxo-2H-isoindolyl)ethyl]ethanediamine O=C1N(C(C2=CC=CC=C12)=O)CCNC(C)NCCN1C(C2=CC=CC=C2C1=O)=O